bromo-2-methyl-3,4-dihydro-2H-1-benzopyran BrC1(OC2=C(CC1)C=CC=C2)C